3-(2-{6-chloro-1-[(1R)-2,2-difluorocyclopropyl]-1,3-benzodiazol-5-yl}ethynyl)-1-[(3S,5R)-5-(methoxymethyl)-1-(prop-2-enoyl)pyrrolidin-3-yl]-5-(methylamino)pyrazole-4-carboxamide ClC=1C(=CC2=C(N(C=N2)[C@H]2C(C2)(F)F)C1)C#CC1=NN(C(=C1C(=O)N)NC)[C@@H]1CN([C@H](C1)COC)C(C=C)=O